C1(=CC(=CC=C1)NC(OC1=CC=CC=C1)=O)C phenyl m-tolylcarbamate